C(#N)C1=C(C=CC=C1)C1=CC=C(C=C1)CBr 2-cyano-4'-bromomethyl-biphenyl